tert-butyl 2-(2-(2-(tosyloxy)ethoxy)ethoxy)acetate S(=O)(=O)(C1=CC=C(C)C=C1)OCCOCCOCC(=O)OC(C)(C)C